C(C)(C)(C)C=1N=C(SC1)CNC(=O)C1CCN(CC1)C(=O)C1=NNC(=C1)C1=CC=NC=C1 N-[(4-tert-butyl-1,3-thiazol-2-yl)methyl]-1-[5-(pyridin-4-yl)-1H-pyrazole-3-carbonyl]piperidine-4-carboxamide